O1CCC(=CC1)C1=NN2C(N(C(=C(C2=O)N2CCNCC2)C)CC(=O)NC2=CC=C(C=C2)C(F)(F)F)=N1 2-(2-(3,6-dihydro-2H-pyran-4-yl)-5-methyl-7-oxo-6-(piperazin-1-yl)-[1,2,4]triazolo[1,5-a]pyrimidin-4(7H)-yl)-N-(4-(trifluoromethyl)phenyl)acetamide